(2R,3R)-2,3-bis(benzoyloxy)succinic acid hydrate O.C(C1=CC=CC=C1)(=O)O[C@@H](C(=O)O)[C@H](C(=O)O)OC(C1=CC=CC=C1)=O